(1aS,5aS)-2-(4-Chloro-pyridin-2-yl)-1a,2,5,5a-tetrahydro-1H-2,3-diaza-cyclopropa[a]pentalene-4-carboxylic Acid (2-Fluoro-1-hydroxymethyl-2-methyl-propyl)-amide FC(C(CO)NC(=O)C=1C=2C[C@H]3[C@@H](C2N(N1)C1=NC=CC(=C1)Cl)C3)(C)C